NC1=NC(=C(C=2N1C(N(N2)CC=2N(C=CN2)C)=O)C2=CC(=NC(=C2)C(F)(F)F)CO)C2=CC=CC=C2 5-amino-8-[2-(hydroxymethyl)-6-(trifluoromethyl)-4-pyridinyl]-2-[(1-methylimidazol-2-yl)methyl]-7-phenyl-[1,2,4]triazolo[4,3-c]pyrimidin-3-one